(R)-2-m-hydroxyphenylglycine OC=1C=C(C=CC1)[C@@H](N)C(=O)O